dicyanomethylene-4H-benzoselenopyran C(#N)C(C#N)=C1C=C[Se]C2=C1C=CC=C2